CC1(CN(C=2C1=NC(=CC2)C#CC)C2=NC(=NC=C2C(=O)OC(C)C)NC2=C(C=C(C(=C2)[N+](=O)[O-])N2CCN(CC2)C)OC)C isopropyl 4-(3,3-dimethyl-5-(prop-1-yn-1-yl)-2,3-dihydro-1H-pyrrolo[3,2-b]pyridin-1-yl)-2-((2-methoxy-4-(4-methylpiperazin-1-yl)-5-nitrophenyl)amino)pyrimidine-5-carboxylate